ClC=1C=C(C=C(C1)N=C=O)N=C=O 5-chloro-1,3-phenylene diisocyanate